C(N)(=O)C=1C=CC(=C(C1)[C@H](C(=O)O)C)C1=CC2=C(C=N1)N=CN2[C@H](C)C2=C(C(=CC=C2Cl)C2CC2)Cl (R)-2-(5-carbamoyl-2-(1-((R)-1-(2,6-dichloro-3-cyclopropylphenyl)ethyl)-1H-imidazo[4,5-c]pyridin-6-yl)phenyl)propionic acid